3-(tritriacontan-17-yl)-1H-imidazol-3-ium CCCCCCCCCCCCCCCCC(CCCCCCCCCCCCCCCC)[N+]1=CNC=C1